FC1=C2C(NC(=NC2=CC(=C1)OCC1CCN(CC1)CCN1CCN(CC1)C1=CC=C(C=C1)NC1C(NC(CC1)=O)=O)CSC1CCOCC1)=O 3-((4-(4-(2-(4-(((5-fluoro-4-oxo-2-(((tetrahydro-2H-pyran-4-yl)thio)methyl)-3,4-dihydroquinazolin-7-yl)oxy)methyl)piperidin-1-yl)ethyl)piperazin-1-yl)phenyl)amino)piperidine-2,6-dione